C1(CCCC1)CC=1NC(=NN1)C(=O)NC1=NC=CC(=C1)C1=C(C=CC(=C1)NC(CCC(C)(C)O)=O)C 5-(cyclopentylmethyl)-N-(4-(5-(4-hydroxy-4-methylpentanamido)-2-methylphenyl)pyridin-2-yl)-4H-1,2,4-triazole-3-carboxamide